COC1=C(C=C(C=C1)C=1C(=NC=CC1)C(=O)OC)[N+](=O)[O-] methyl 3-(4-methoxy-3-nitrophenyl)picolinate